(R)-3-amino-N,N-diethyl-4-(2,4,5-trifluorophenyl)butanamide mononatrium phosphate P(=O)([O-])(O)O.[Na+].N[C@@H](CC(=O)N(CC)CC)CC1=C(C=C(C(=C1)F)F)F